FC1(CC(C2=CC(=CC=C12)C(=O)[O-])O)F 1,1-difluoro-3-hydroxy-2,3-dihydro-indene-5-carboxylate